NC=1OC2=C(N1)C=C(C=C2)C=2C=C1N=CC(=NC1=CC2)NCC(=O)N ((6-(2-aminobenzo[d]oxazol-5-yl)quinoxalin-2-yl)amino)acetamide